methyl (Z)-1-(4-amino-2-fluorobut-2-en-1-yl)-4-(3-(diethoxyphosphoryl)phenyl)-1H-benzo[d]imidazol-6-carboxylate NC\C=C(\CN1C=NC2=C1C=C(C=C2C2=CC(=CC=C2)P(=O)(OCC)OCC)C(=O)OC)/F